NCCN1C(NC2=C1C=CC=C2)=O 1-(2-aminoethyl)-1,3-dihydro-2H-benzo[d]imidazol-2-one